OC1=C(C=CC=C1)CNCCC1=CC(=C(C#N)C=C1OC)OC 4-[2-[[(2-hydroxyphenyl)methyl]amino]ethyl]-2,5-dimethoxybenzonitrile